C(C1=CC=CC=C1)OC[C@@H](CC(=O)O)NC(=O)OC(C)(C)C (3R)-4-benzyloxy-3-(tert-butoxycarbonylamino)butyric acid